5-(((1s,4s)-4-(2-oxa-6-azaspiro[3.3]heptan-6-yl)cyclohexyl)amino)-4-iodofuro[2,3-c]pyridine-2-carbonitrile C1OCC12CN(C2)C2CCC(CC2)NC=2C(=C1C(=CN2)OC(=C1)C#N)I